C(#N)C1=CN=C(S1)COC1=CC=CC(=N1)C1=CC(=C(CC2=NC3=C(N2[C@H]2COCC2(C)C)C=C(C=C3)C(=O)O)C=C1F)F (R)-2-(4-(6-((5-cyanothiazol-2-yl)methoxy)pyridin-2-yl)-2,5-difluorobenzyl)-1-(4,4-dimethyltetrahydrofuran-3-yl)-1H-benzo[d]imidazole-6-carboxylic acid